FC1=CC=C(C=C1)C(C)N1CCN(CC1)C1=NC(=NC(=C1)C)C=1C(=CC=2N(C1)C=CN2)C 6-[4-[4-[1-(4-FLUOROPHENYL)ETHYL]PIPERAZIN-1-YL]-6-METHYL-PYRIMIDIN-2-YL]-7-METHYL-IMIDAZO[1,2-A]PYRIDINE